FC(F)(F)SC1=CC=C(C=C1)N[C@@H]1CC[C@H](CC1)S(=O)(=N)C1=CC=C(C=C1)B1OC(C(O1)(C)C)(C)C [trans-4-({4-[(trifluoromethyl)sulfanyl]phenyl}Amino)cyclohexyl][4-(4,4,5,5-tetramethyl-1,3,2-dioxaborolan-2-yl)phenyl](imino)-λ6-sulfanone